3-bromo-5-((6-oxo-4-(1,1,2,2-tetrafluoroethyl)-1,6-dihydropyrimidin-5-yl)oxy)benzonitrile BrC=1C=C(C#N)C=C(C1)OC1=C(N=CNC1=O)C(C(F)F)(F)F